benzyl (3S,5S)-3-((6-(3-amino-1-methyl-1H-pyrazol-5-yl)-8-ethyl-7-oxo-7,8-dihydropyrido[2,3-d]pyrimidin-2-yl)amino)-5-fluoropiperidine-1-carboxylate NC1=NN(C(=C1)C1=CC2=C(N=C(N=C2)N[C@@H]2CN(C[C@H](C2)F)C(=O)OCC2=CC=CC=C2)N(C1=O)CC)C